BrC1=CN(C2=NC(=CC=C21)C(=O)OC)C methyl 3-bromo-1-methyl-1H-pyrrolo[2,3-b]pyridine-6-carboxylate